C(C)OC(=O)C1[C@H]2C=C[C@@H](C1)CC2 (1R,4R)-bicyclo[2.2.2]oct-5-ene-2-carboxylic acid ethyl ester